FC1=C(C=C2N=C(C=NC2=C1)C)CO 7-fluoro-3-Methylquinoxaline-6-methanol